FC(C(C(C(S(=O)(=O)[O-])(F)F)(F)F)(F)F)(S(=O)(=O)[O-])F.C1(=CC=CC=C1)[S+](C1=CC=CC=C1)C1=CC=CC=C1.C1(=CC=CC=C1)[S+](C1=CC=CC=C1)C1=CC=CC=C1 triphenyl-sulfonium perfluorobutane-1,4-disulfonate